benzene-d4-1,2-diamine C1(=C(C(=C(C(=C1[2H])[2H])[2H])[2H])N)N